bromobenzoyloxymethylsilane Br[SiH2]COC(C1=CC=CC=C1)=O